4-((1r,4r)-4-aminocyclohexyloxy)-2-chlorobenzonitrile hydrochloride Cl.NC1CCC(CC1)OC1=CC(=C(C#N)C=C1)Cl